ClC1=C(C=NC2=CC=C(C=C12)Cl)C(=O)N1CCOCC1 (4,6-Dichloro-3-quinolinyl)-morpholinyl-methanone